C(C)(C)(C)C1=CC=C(C=C1)C(C1CO1)OC(C1CO1)C1=CC=C(C=C1)C(C)(C)C p-tert.Butylphenyl-glycidylether